ClC1=C(C=CC(=C1)Cl)C=1CCCC2=C(C1C1=CC=C(C=C1)O[C@@H]1CN(CC1)CCCF)C=CC(=C2)CC(=O)O (S)-2-(8-(2,4-dichlorophenyl)-9-(4-((1-(3-fluoropropyl)pyrrolidin-3-yl)oxy)phenyl)-6,7-dihydro-5H-benzo[7]annulen-3-yl)acetic acid